bis(1,2,2,6,6-pentamethyl 4-piperidinyl)-sebacate CN1C(CC(CC1(C)C)OC(CCCCCCCCC(=O)OC1CC(N(C(C1)(C)C)C)(C)C)=O)(C)C